N2,N4,N6-tris(3-aminopropyl)pyridine-2,4,6-tricarboxamide NCCCNC(=O)C1=NC(=CC(=C1)C(=O)NCCCN)C(=O)NCCCN